N1=CC=C(C=C1)CNC1=C2N=CNC2=NC=N1 6-(pyridin-4-ylmethylamino)-9H-purin